(R)-5-(2-hydroxybutan-2-yl)-1-(3-methyl-1H-pyrazol-4-yl)-4,6,7,8-tetrahydro-3H-9-oxa-2-thia-4-azabenzo[cd]azulen-3-one O[C@](C)(CC)C=1NC(C=2SC(=C3OCCCC1C23)C=2C(=NNC2)C)=O